N-(2-bromo-4-(perfluoropropan-2-yl)-6-(trifluoromethyl)phenyl)-2-fluoro-3-(3-oxoisoxazolo[4,5-c]pyridin-2(3H)-yl)benzamide BrC1=C(C(=CC(=C1)C(C(F)(F)F)(C(F)(F)F)F)C(F)(F)F)NC(C1=C(C(=CC=C1)N1OC2=C(C=NC=C2)C1=O)F)=O